(1R,2S,5S)-N-[cinnolin-5-yl(cyano)methyl]-3-[(2S)-3,3-dimethyl-2-[(2,2,2-trifluoroacetyl)amino]butanoyl]-6,6-dimethyl-3-azabicyclo[3.1.0]hexane-2-carboxamide N1=NC=CC2=C(C=CC=C12)C(NC(=O)[C@@H]1[C@H]2C([C@H]2CN1C([C@H](C(C)(C)C)NC(C(F)(F)F)=O)=O)(C)C)C#N